[6-(3-cyclopropyl-1H-1,2,4-triazol-5-yl)-2-azaspiro[3.3]heptan-2-yl]-[6-[(2-methylpyrazol-3-yl)methyl]-2,6-diazaspiro[3.3]heptan-2-yl]methanone C1(CC1)C1=NNC(=N1)C1CC2(CN(C2)C(=O)N2CC3(C2)CN(C3)CC=3N(N=CC3)C)C1